FC(CCC(=O)N1N=CC(=C1)C1=C2C(=NC=C1)NC(N2)=O)(F)F 7-(1-(4,4,4-trifluorobutanoyl)-1H-pyrazol-4-yl)-1H-imidazo[4,5-b]pyridin-2(3H)-one